BrC1=CC(=CC(=N1)C(C)(C)O)OC 2-(6-bromo-4-methoxypyridin-2-yl)propan-2-ol